F[C@@H]1CN(CC[C@@H]1NC1=NC=C(C(=N1)C=1C=NN(C1)C1=C(C=C(C=C1)CN1CCN(CC1)C)C)C(F)(F)F)S(=O)(=O)C1=NN(C=C1)C N-((3R,4S)-3-Fluoro-1-((1-methyl-1H-pyrazol-3-yl)sulfonyl)piperidin-4-yl)-4-(1-(2-methyl-4-((4-methylpiperazin-1-yl)methyl)phenyl)-1H-pyrazol-4-yl)-5-(trifluoromethyl)pyrimidin-2-amine